FC(C=1C=C(C=CC1)N1N=NC(=C1)CO[C@@H]([C@@](CN1N=CN=C1)(O)C1=C(C=C(C=C1)F)F)C)(F)F (2R,3R)-3-((1-(3-trifluoromethylphenyl)-1H-1,2,3-triazole-4-yl)-methoxyl)-2-(2,4-difluorophenyl)-1-(1H-1,2,4-triazole-1-yl)butane-2-ol